COC1=C(C(=CC=C1)OC)N1C(=NC=2C1=NC(=CN2)NS(=O)(=O)C)C2=NC(=CC=C2)OCC N-(1-(2,6-Dimethoxyphenyl)-2-(6-ethoxypyridin-2-yl)-1H-imidazo[4,5-b]pyrazin-6-yl)methanesulfonamide